4-benzyloxy-1-(4-fluoro-2-iodo-phenyl)pyrazolo[3,4-d]pyrimidine C(C1=CC=CC=C1)OC1=C2C(=NC=N1)N(N=C2)C2=C(C=C(C=C2)F)I